C(C)N1CCC(CC1)C=1SC2=C(N1)C=CC(=C2)C(=O)N[C@@H]2[C@H](CC1=CC=CC=C21)O 2-(1-ethylpiperidin-4-yl)-N-((1S,2S)-2-hydroxy-2,3-dihydro-1H-inden-1-yl)benzo[d]thiazole-6-carboxamide